FC(OC1=C(C(=O)OC(C)(C)C)C(=CC(=C1)C=1N(N=C2C=C(C=C(C12)OCC)C=1C=NN(C1)C)C)OC)F tert-butyl 2-(difluoromethoxy)-4-[4-ethoxy-2-methyl-6-(1-methylpyrazol-4-yl)indazol-3-yl]-6-methoxybenzoate